C1(CC1)N1C(=NC(=C1)C(F)(F)F)C1=CC=C(C=C1)C(C)N1C=2N(CCC1=O)N=C(N2)C=2C(=NC=NC2OC)C2CC2 4-(1-(4-(1-cyclopropyl-4-(trifluoromethyl)-1H-imidazol-2-yl)phenyl)ethyl)-2-(4-cyclopropyl-6-methoxypyrimidin-5-yl)-6,7-dihydro-[1,2,4]triazolo[1,5-a]pyrimidin-5(4H)-one